N-((6-fluoro-5-(1-methylcyclopropyl)pyridin-2-yl)(phenyl)methyl)-2-methylpropan-2-sulfinamide FC1=C(C=CC(=N1)C(NS(=O)C(C)(C)C)C1=CC=CC=C1)C1(CC1)C